2-[2-[[3-chloro-6-[3,6-dihydro-3-methyl-2,6-dioxo-4-(trifluoromethyl)-1(2H)-pyrimidinyl]-5-fluoro-2-pyridinyl]oxy]phenoxy]acetic acid ethyl ester C(C)OC(COC1=C(C=CC=C1)OC1=NC(=C(C=C1Cl)F)N1C(N(C(=CC1=O)C(F)(F)F)C)=O)=O